6-((amino(methylamino)methylene)amino)-N-(quinolin-8-yl)-N-((5-(trifluoromethyl)pyridin-2-yl)methyl)nicotinamide NC(NC)=NC1=NC=C(C(=O)N(CC2=NC=C(C=C2)C(F)(F)F)C=2C=CC=C3C=CC=NC23)C=C1